N-{(4aR,6R)-2-[4-(2,6-difluorophenyl)-6-ethoxy-1,2-benzoxazol-3-yl]-5,5-difluoro-1-oxooctahydropyrrolo[1,2-c]pyrimidin-6-yl}ethanesulfonamide FC1=C(C(=CC=C1)F)C1=CC(=CC2=C1C(=NO2)N2C(N1[C@H](CC2)C([C@@H](C1)NS(=O)(=O)CC)(F)F)=O)OCC